6-({1-[(3S)-3-amino-3-carboxypropionyl]azetidin-3-yl}oxy)-3-(2-boronoethyl)-2-hydroxybenzoic acid N[C@@H](CC(=O)N1CC(C1)OC1=CC=C(C(=C1C(=O)O)O)CCB(O)O)C(=O)O